ClC1=C(C=CC=C1)C1=C(C(=NC2=CC(=CC=C12)C=1N(C=CN1)C)N1CC2(CN(C2)C(C=C)=O)CC1)C#N 4-(2-chlorophenyl)-7-(1-methyl-1H-imidazol-2-yl)-2-(2-(2-propenoyl)-2,6-diazaspiro[3.4]octan-6-yl)-3-quinolinecarbonitrile